CC1CCC(CC1)C(C)(C)OCCO 2-[2-(4-methylcyclohexyl)propan-2-yloxy]ethanol